ClC1=CC(=C(C=C1C)NC=1N(C2=NC(=NC=C2N1)NC1CCOCC1)C1CCC(CC1)C(=O)N)F (1s,4s)-4-(8-(4-chloro-2-fluoro-5-methylphenylamino)-2-(tetrahydro-2H-pyran-4-ylamino)-9H-purin-9-yl)cyclohexanecarboxamide